2-(2,2-difluoro-2H-1,3-benzodioxol-5-yl)-4,4,5,5-tetramethyl-1,3,2-dioxaborolane FC1(OC2=C(O1)C=CC(=C2)B2OC(C(O2)(C)C)(C)C)F